3-(2-iodophenyl)tetrahydrofuran-2,5-dione IC1=C(C=CC=C1)C1C(OC(C1)=O)=O